[4-[5-[[4-methyl-6-(methylamino)pyrimidin-2-yl]amino]-2,3-dihydrobenzofuran-7-yl]cyclohexyl]carbamic acid tert-butyl ester C(C)(C)(C)OC(NC1CCC(CC1)C1=CC(=CC=2CCOC21)NC2=NC(=CC(=N2)C)NC)=O